{3-[(isoquinolin-5-yl)amino]bicyclo[1.1.1]pent-1-yl}carbamic acid tert-butyl ester C(C)(C)(C)OC(NC12CC(C1)(C2)NC2=C1C=CN=CC1=CC=C2)=O